FC=1C=C(C=CC1)CC 1-(3-fluorophenyl)ethane